methyl 2-(chloromethyl)-1-((3S,4S)-4-hydroxytetrahydrofuran-3-yl)-1H-benzo[d]imidazole-6-carboxylate ClCC1=NC2=C(N1[C@H]1COC[C@H]1O)C=C(C=C2)C(=O)OC